(R)-3-(3-((tert-butoxycarbonyl)amino)propoxy)-2-cyclopropyl-7-isopropyl-11-oxo-6,7-dihydro-11H-benzo[f]pyrido[1,2-d][1,4]oxazepine-10-carboxylic acid C(C)(C)(C)OC(=O)NCCCOC1=CC2=C(C=3N([C@@H](CO2)C(C)C)C=C(C(C3)=O)C(=O)O)C=C1C1CC1